FC=1C=C(C=C(C1)F)NC(C)C=1C=C(C=C2C(C=C(OC12)N1CCOCC1)=O)O 8-(1-((3,5-difluorophenyl)amino)ethyl)-6-hydroxy-2-morpholino-4H-chromen-4-one